2-(4-fluorophenyl)-1H-phenanthro[9,10-d]imidazole FC1=CC=C(C=C1)C1=NC2=C(N1)C1=CC=CC=C1C=1C=CC=CC12